(2-(allyloxy)-4-(methylsulfonyl)phenyl)methylamine C(C=C)OC1=C(C=CC(=C1)S(=O)(=O)C)CN